(S)-(1-(difluoromethyl)-1H-pyrazol-5-yl)(4-(4-fluoropyrazolo[1,5-a]pyridin-2-yl)-6,7-dihydro-1H-imidazo[4,5-c]pyridin-5(4H)-yl)methanone FC(N1N=CC=C1C(=O)N1[C@@H](C2=C(CC1)NC=N2)C2=NN1C(C(=CC=C1)F)=C2)F